C(C=C)(=O)N1C(COCC1)C(=O)N 4-prop-2-enoyl-morpholine-3-carboxamide